C[Si](O[Si](C)(C)C)(C)C HEXAMETHYLDISILOXAN